(1R,2S,3R,5R)-3-[4-amino-5-(4-benzyl-1,3-thiazol-2-yl)-2-chloropyrrolo[2,3-d]pyrimidin-7-yl]-5-[1-(2H-pyrazol-3-ylmethyl)piperidin-4-yl]cyclopentane-1,2-diol 2HCl salt Cl.Cl.NC=1C2=C(N=C(N1)Cl)N(C=C2C=2SC=C(N2)CC2=CC=CC=C2)[C@H]2[C@@H]([C@@H]([C@H](C2)C2CCN(CC2)CC=2NN=CC2)O)O